N1C=NC2=C1C=C(C=C2)C(=O)F 1H-benzo[d]imidazole-6-carbonyl fluoride